(R)-N-(3-(1H-pyrazol-4-yl)-1H-indol-7-yl)-2-amino-3-phenylpropionamide N1N=CC(=C1)C1=CNC2=C(C=CC=C12)NC([C@@H](CC1=CC=CC=C1)N)=O